methyl 5-(1-(tert-butoxycarbonyl) piperidin-4-yl)-2-(2,6-dimethylpyridin-4-yl)-1H-indole-3-carboxylate C(C)(C)(C)OC(=O)N1CCC(CC1)C=1C=C2C(=C(NC2=CC1)C1=CC(=NC(=C1)C)C)C(=O)OC